BrC1=CC(=C(OC2=C(N=C(S2)C(=O)OC)C)C=C1)F methyl 5-(4-bromo-2-fluoro-phenoxy)-4-methyl-thiazole-2-carboxylate